(2-isopropylaminobutyl)-8-benzyloxycarbostyril C(C)(C)NC(CC=1C(NC2=C(C=CC=C2C1)OCC1=CC=CC=C1)=O)CC